N-(2-((1r,4r)-4-(hydroxymethyl)cyclohexyl)-5-methoxybenzo[d]oxazol-6-yl)-6-(trifluoromethyl)picolinamide OCC1CCC(CC1)C=1OC2=C(N1)C=C(C(=C2)NC(C2=NC(=CC=C2)C(F)(F)F)=O)OC